C(C1=CC=CC=C1)C1=NSC(=N1)Cl benzyl-5-chloro-1,2,4-thiadiazole